1,3-dimethyl-3-hydroxy-9-thioxanthone CC=1CC(C=C2SC3=CC=CC=C3C(C12)=O)(O)C